N-(7-methoxy-4-oxo-3,4-dihydroquinazolin-6-yl)propionamide COC1=C(C=C2C(NC=NC2=C1)=O)NC(CC)=O